ClC1=C(C=CC=C1F)[C@H]1N(CCC1)C1=C(C(=O)N[C@H](C)\C=C\S(=O)(=O)C)C=CC=C1 ((S)-2-(2-Chloro-3-fluorophenyl)pyrrolidin-1-yl)-N-((R,E)-4-(methylsulfonyl)but-3-en-2-yl)benzamide